tert-butyl (R)-4-(((S)-1-aminopropan-2-yl)(methyl)amino)-4-oxo-3-(2,3,4-trifluorobenzyl)butanoate NC[C@H](C)N(C([C@@H](CC(=O)OC(C)(C)C)CC1=C(C(=C(C=C1)F)F)F)=O)C